CC1=CC=C(O1)CNC1=NC=C(C=N1)B1OC(C(O1)(C)C)(C)C N-((5-methylfuran-2-yl)methyl)-5-(4,4,5,5-tetramethyl-1,3,2-dioxaborolan-2-yl)pyrimidin-2-amine